ethyl (E)-3-(2-((4-(2-(4-chloro-2-fluorophenyl)-2-methylbenzo[d][1,3]dioxol-4-yl)piperidin-1-yl)methyl)-1-(3-methoxybenzyl)-1H-imidazol-5-yl)acrylate ClC1=CC(=C(C=C1)C1(OC2=C(O1)C=CC=C2C2CCN(CC2)CC=2N(C(=CN2)/C=C/C(=O)OCC)CC2=CC(=CC=C2)OC)C)F